azobis(2,4-dimethylbutyronitrile) N(=NC(C#N)(CCC)C)C(C#N)(CCC)C